[P].[V].[Ce] cerium-vanadium phosphorus